(R)-6-chloro-3-((1-(2-cyano-3-((2-methoxyethyl)(methyl)amino)-7-methylquinoxalin-5-yl)ethyl)amino)picolinic acid ClC1=CC=C(C(=N1)C(=O)O)N[C@H](C)C1=C2N=C(C(=NC2=CC(=C1)C)C#N)N(C)CCOC